N-myristoyl-N-methyl-β-alanine sodium [Na].C(CCCCCCCCCCCCC)(=O)N(CCC(=O)O)C